OC1=CC=2CC[C@H]3[C@@H]4[C@H]([C@H]([C@@H]([C@@]4(C)CC[C@@H]3C2C=C1)C(=O)[O-])C(=O)[O-])C(=O)[O-] (15α,16α,17β)-3-hydroxyestra-1,3,5(10)-triene-15,16,17-triyltri-formate